OC[C@H](C1=CC=CC=C1)NC1=CC(=NC=C1C1=NC(=NO1)C1=CC=NC=C1)NC1=CC=C2C(=N1)CN(C2=O)C2=C(C=CC(=C2)C)OC 2-[(4-{[(1S)-2-hydroxy-1-phenylethyl]amino}-5-[3-(pyridin-4-yl)-1,2,4-oxadiazol-5-yl]pyridin-2-yl)amino]-6-(2-methoxy-5-methylphenyl)-7H-pyrrolo[3,4-b]pyridin-5-one